3-(4-(3-(4-(6-(6-((R)-2-(3-fluorophenyl)pyrrolidin-1-yl)imidazo[1,2-b]pyridazin-3-yl)pyridin-2-yl)piperazin-1-yl)propoxy)-1H-indol-1-yl)piperidine-2,6-dione FC=1C=C(C=CC1)[C@@H]1N(CCC1)C=1C=CC=2N(N1)C(=CN2)C2=CC=CC(=N2)N2CCN(CC2)CCCOC2=C1C=CN(C1=CC=C2)C2C(NC(CC2)=O)=O